FC=1C=CC(=C(C(=O)N2[C@@H](COCC2)C)C1)C=1C=2N(C=C(C1)C1CN(C1)[C@H](CO[C@H]1CN(CCC1)C)C(C)C)C(=NC2F)C (3R)-4-[5-fluoro-2-(1-fluoro-3-methyl-6-{1-[(2S)-3-methyl-1-{[(3R)-1-methylpiperidin-3-yl]oxy}butan-2-yl]azetidin-3-yl}imidazo[1,5-a]pyridin-8-yl)benzoyl]-3-methylmorpholine